1-(4-(Furan-2-yl)phenyl)-N-(5-methylthiazol-2-yl)cyclopropane-1-carboxamide O1C(=CC=C1)C1=CC=C(C=C1)C1(CC1)C(=O)NC=1SC(=CN1)C